OCC(=O)NCC#CC1=CC2=C(OC[C@@H](C(N2C)=O)NC(C(=O)NCCC2=CC=CC=C2)=O)C=C1 (S)-N1-(7-(3-(2-hydroxyacetamido)prop-1-yn-1-yl)-5-methyl-4-oxo-2,3,4,5-tetrahydrobenzo[b][1,4]oxazepin-3-yl)-N2-phenethyloxalamide